C[C@@]1(N(CCC1)C1=C(C(=C(C=C1)Br)F)[N+](=O)[O-])C(=O)O Methyl-(4-bromo-3-fluoro-2-nitrophenyl)-L-proline